C(C)(C)(C)C=1SC(=CN1)C(=O)NCC1=C(C=C(C=C1)C1=CN=NC(=C1)Cl)C 2-(tert-butyl)-N-(4-(6-chloropyridazin-4-yl)-2-methylbenzyl)thiazole-5-carboxamide